3-fluoro-5-(4,4,5,5-tetramethyl-1,3,2-dioxaborolan-2-yl)pyridin-2-amine FC=1C(=NC=C(C1)B1OC(C(O1)(C)C)(C)C)N